C(#N)C=1N=CN(C1)C[C@H](C(=O)OCC)OC(NC1=C2CCCC2=CC=2CCCC12)=O Ethyl (2R)-3-(4-cyano-1H-imidazol-1-yl)-2-{[(1,2,3,5,6,7-hexahydro-s-indacen-4-yl)carbamoyl]oxy}propanoate